COC1=CC(=C(C=C1)CN(C2=NC=NS2)S(=O)(=O)C3=CC(=C(C=C3)F)C#N)OC 3-cyano-N-(2,4-dimethoxybenzyl)-4-fluoro-N-(1,2,4-thiadiazol-5-yl)benzenesulfonamide